C(C)OC1=NC=CC(=C1)C1=CC=C(C=C1)C(C)N1N=CC2=CC=CC(=C12)C(=O)NC1CC2(CCC2)C1 6-(1-(1-(4-(2-Ethoxypyridin-4-yl)phenyl)ethyl)-1H-indazol-7-carboxamido)spiro[3.3]-heptan